C(C)OC(CN(CC(NCCNC1=CC=NC2=CC(=CC=C12)Cl)=O)CCCNC(C(=O)OCC)C(=O)OCC)=O ([3-(Bis-ethoxycarbonylmethyl-amino)-propyl]-{[2-(7-chloro-quinolin-4-ylamino)-ethylcarbamoyl]-methyl}-amino)-acetic acid ethyl ester